COC=1C=C2C=3[C@@H](COC2=CC1OC)OC=1C=2C=CC(OC2C=CC1C3)(C)C (7aS,13aS)-9,10-dimethoxy-3,3-dimethyl-13,13a-dihydro-3H-pyrano[2,3-c:6,5-f']dichromen